NC1=CC(=C(N=N1)Cl)[C@@H](COC)NC(C(C([2H])([2H])N1C(C2=CC=CC=C2C1=O)=O)(F)F)([2H])[2H] (S)-2-(3-((1-(6-Amino-3-chloropyridazin-4-yl)-2-methoxyethyl)amino)-2,2-difluoropropyl-1,1,3,3-d4)isoindoline-1,3-dione